tertiary butyl peracetate (t-butyl peracetate) C(C)(C)(C)CC(=O)OO.C(C)(=O)OOC(C)(C)C